tert-butyl ((8-bromo-6-cyclopropylimidazo[1,2-a]pyridin-2-yl)methyl)carbamate BrC=1C=2N(C=C(C1)C1CC1)C=C(N2)CNC(OC(C)(C)C)=O